C1(CC1)C=1C(=NON1)C(=O)NC(C(C1CC1)C1CC1)C=1OC2=C(N1)C=C(C=C2)CN2C(NCC2C(F)(F)F)=O 4-Cyclopropyl-N-(2,2-dicyclopropyl-1-(5-((2-oxo-5-(trifluoro-methyl)imidazolidin-1-yl)methyl)benzo[d]oxazol-2-yl)ethyl)-1,2,5-oxadiazole-3-carboxamide